ClC1=C(C=NN1CC)C(=O)O 5-chloro-1-ethyl-1H-pyrazole-4-carboxylic acid